tert-butyl (7-(4-amino-7-methyl-5-(4-(pyrimidin-2-yloxy)phenyl)-7H-pyrrolo[2,3-d]pyrimidin-6-yl)spiro[3.5]non-6-en-2-yl)carbamate NC=1C2=C(N=CN1)N(C(=C2C2=CC=C(C=C2)OC2=NC=CC=N2)C2=CCC1(CC(C1)NC(OC(C)(C)C)=O)CC2)C